ClC=1C(=CC=C2N=CC(=NC12)C=1C=NN(C1)CC1CN(CCO1)C(=O)OC(C)(C)C)OC1=CC2=C(N=C(N2COCC[Si](C)(C)C)C)C=C1 tert-butyl 2-[[4-[8-chloro-7-[2-methyl-3-(2-trimethylsilylethoxymethyl)benzimidazol-5-yl]oxy-quinoxalin-2-yl]pyrazol-1-yl]methyl]morpholine-4-carboxylate